tert-Butyl 4-isonicotinoyl-2-(2,2,2-trifluoroethyl)-1H-imidazole-1-carboxylate C(C1=CC=NC=C1)(=O)C=1N=C(N(C1)C(=O)OC(C)(C)C)CC(F)(F)F